C1(=CC=C(C=C1)N(C1=C2C3=CC=CC=C3OC2=CC(=C1)C1=CC=CC=C1)C1=CC=C(C=C1)C1=CC=CC=C1)C1=CC=CC=C1 N,N-bis({[1,1'-biphenyl]-4-yl})-5-phenyl-8-oxatricyclo[7.4.0.02,7]trideca-1(13),2,4,6,9,11-hexaen-3-amin